N-(2-((R)-4-Cyanothiazolidin-3-yl)-2-oxoethyl)-6-((S)-2-(methoxymethyl)-pyrrolidin-1-yl)quinoline-4-carboxamide C(#N)[C@H]1N(CSC1)C(CNC(=O)C1=CC=NC2=CC=C(C=C12)N1[C@@H](CCC1)COC)=O